1-((5-Chloro-7-((2S,5R)-5-ethyl-2-methyl-4-(1-(4-(trifluoromethyl)phenyl)ethyl)piperazin-1-yl)-3H-[1,2,3]triazolo[4,5-d]pyrimidin-3-yl)methyl)cyclobutan-1-ol ClC=1N=C(C2=C(N1)N(N=N2)CC2(CCC2)O)N2[C@H](CN([C@@H](C2)CC)C(C)C2=CC=C(C=C2)C(F)(F)F)C